2-amino-3,4,8-trimethylimidazo[4,5-f]quinoxaline NC=1N(C=2C(=C3N=C(C=NC3=CC2C)C)N1)C